BrC=1C=CC2=C(CC(CC=3N2C(=NN3)[C@@H]3CC[C@H](CC3)OC3=NC=CC=C3)N)C1 8-bromo-1-[trans-4-(pyridin-2-yloxy)cyclohexyl]-5,6-dihydro-4H-[1,2,4]triazolo[4,3-a][1]benzazepine-5-amine